(3R,4S)-3-amino-1-(2-aminocyclopentyl)-4-(3-boronopropyl)pyrrolidine-3-carboxylic acid N[C@]1(CN(C[C@@H]1CCCB(O)O)C1C(CCC1)N)C(=O)O